NC1(CCCC1)C1=NC=C(C=N1)C1=CC2=C(N=C3N2[C@H]2C4=C(C(N([C@@H]3C2)C([2H])([2H])[2H])=O)C=CC=C4C#C)C=C1 (7R,14R)-11-(2-(1-aminocyclopentyl)pyrimidin-5-yl)-1-ethynyl-6-(methyl-d3)-6,7-dihydro-7,14-methanobenzo[f]benzo[4,5]imidazo[1,2-a][1,4]diazocin-5(14H)-one